2-(carboxymethoxy)-N,N,N-trimethylethan-1-aminium C(=O)(O)COCC[N+](C)(C)C